OCC1=CC=C(OC2CN(C2)C=2C(=C(C(=O)O)C=CC2)C2=CC=C3C=CNC3=C2)C=C1 3-(3-(4-(hydroxymethyl)phenoxy)azetidin-1-yl)-2-(1H-indol-6-yl)benzoic acid